N1=C2C(=CC=C1)[C@@H](CC2)C(=O)O |r| (RS)-6,7-dihydro-5H-cyclopenta[b]pyridine-5-carboxylic acid